O=C1N(CC=2C=CC3=C(C12)CC1(CO3)CCNCC1)N1C(CCCC1=O)=O (1'-oxo-1',9'-dihydro-7'H-spiro[piperidine-4,8'-pyrano[3,2-e]isoindol]-2'(3'H)-yl)piperidine-2,6-dione